N-((5-cyclopropyl-1H-indazol-4-yl)methyl)-5-fluoro-6-methoxynicotinamide C1(CC1)C=1C(=C2C=NNC2=CC1)CNC(C1=CN=C(C(=C1)F)OC)=O